C(C)(C)(C)C=1C(=C(C=C(C1)CCC(=O)OCCCCCCCC)N1N=C2C(=N1)C=CC(=C2)Cl)O 2-(3'-tert-butyl-2'-hydroxy-5'-(2-octyl-oxycarbonylethyl)phenyl)-5-chlorobenzotriazole